FC1=C(C=CC(=C1)OC(F)(F)F)CNC(=O)N1C=NC=C1 N-[(2-fluoro-4-(trifluoromethoxy)phenyl)methyl]-1H-imidazole-1-carboxamide